C1(CCCCC1)CO[C@H]1CNCCC1 (R)-3-(cyclohexylmethoxy)piperidine